NC(C[C@@H](NC(=O)NCCCCCC)P(OC1=CC=CC=C1)(OC1=CC=CC=C1)=O)=O Diphenyl (S)-(3-amino-1-(3-hexylureido)-3-oxopropyl)phosphonate